NC1=C(C(=O)O)C=C(C(=C1F)C1=CC(=CC2=CC=CC=C12)OC)Cl 2-amino-5-chloro-3-fluoro-4-(3-methoxynaphthalen-1-yl)benzoic acid